COC(CCC(=O)OCC1=CC=CC=C1)=O Succinic acid 1-benzyl 4-methyl ester